N1N=CC(=C1)C=1C(=NC=CN1)C(=O)N 1H-pyrazol-4-yl-pyrazin-2-Formamide